Trans-[2-[[4-[[4-[[3-(2,3-Difluoro-4-methoxyphenyl)imidazo[1,2-a]pyrazin-8-yl]amino]-2-ethylbenzoyl]amino]cyclohexyl]amino]-2-oxoethyl]-trimethylazanium formate C(=O)[O-].FC1=C(C=CC(=C1F)OC)C1=CN=C2N1C=CN=C2NC2=CC(=C(C(=O)N[C@@H]1CC[C@H](CC1)NC(C[N+](C)(C)C)=O)C=C2)CC